Tert-butyl 3-(4-(4-amino-3-(4-(4-methoxyphenoxy)phenyl)-1H-pyrazolo[3,4-d]pyrimidin-1-yl)-[1,4'-bipiperidin]-1'-yl)azetidine-1-carboxylate NC1=C2C(=NC=N1)N(N=C2C2=CC=C(C=C2)OC2=CC=C(C=C2)OC)C2CCN(CC2)C2CCN(CC2)C2CN(C2)C(=O)OC(C)(C)C